2-chloro-N-(3-((6,7-dimethoxy-4-((1-methylpiperidin-4-yl)amino)quinazolin-2-yl)amino)propyl)acetamide ClCC(=O)NCCCNC1=NC2=CC(=C(C=C2C(=N1)NC1CCN(CC1)C)OC)OC